C(#N)C[C@@H]1N(CCN(C1)C=1C2=C(N=C(N1)OC[C@@H]1N(CCC1)CC)CN(CC2)C2=CC=CC1=CC=CC=C21)C(=O)OCC2=CC=CC=C2 benzyl (2S)-2-(cyanomethyl)-4-[2-[[(2R)-1-ethylpyrrolidin-2-yl]methoxy]-7-(1-naphthyl)-6,8-dihydro-5H-pyrido[3,4-d]pyrimidin-4-yl]piperazine-1-carboxylate